C(C1=CC=CC=C1)OC1CCC(CC1)(CC(=O)N(C)OC)N1N=C(C(=C1)C(=O)N)NC1=CC=C(C=C1)S(=O)(=O)C 1-[4-benzyloxy-1-[2-[methoxy(methyl)amino]-2-oxo-ethyl]cyclohexyl]-3-(4-methylsulfonylanilino)pyrazole-4-carboxamide